O1CCN(CC1)C=1N=C(N(N1)C1=NC=CC=N1)[C@H](C)NC(OC(C)(C)C)=O tert-Butyl N-[(1S)-1-(5-morpholino-2-pyrimidin-2-yl-1,2,4-triazol-3-yl)ethyl]carbamate